4-aminoisoquinoline-6-carboxylic acid methyl ester COC(=O)C=1C=C2C(=CN=CC2=CC1)N